(R)-(2-(Aminomethyl)-5,5-difluoropiperidin-1-yl)(2-methyl-5-((4-(trifluoromethoxy)pyridine-2-yl)amino)phenyl)methanone NC[C@@H]1N(CC(CC1)(F)F)C(=O)C1=C(C=CC(=C1)NC1=NC=CC(=C1)OC(F)(F)F)C